(S)-(1-(2-chloroacetyl)-7-(4-fluorobenzyl)-2-methyl-2,3-dihydro-1H-pyrido[2,3-b][1,4]oxazin-6-yl)methyl acetate C(C)(=O)OCC=1C(=CC2=C(OC[C@@H](N2C(CCl)=O)C)N1)CC1=CC=C(C=C1)F